BrC=1C=C([C@H](C(=O)O)O)C=CC1 (R)-3-bromomandelic acid